CC1=NC=CC(=C1)CCCNC1CCN(CC1)C=1C2=C(N=CN1)C(=CS2)C N-(3-(2-Methylpyridin-4-yl)propyl)-1-(7-methylthieno[3,2-d]pyrimidin-4-yl)piperidin-4-amine